N(=[N+]=[N-])CC(CN(C(CC1N(CC(N(C1)CC1=CC=C(C=C1)OC)CC#N)C=1C2=C(N=C(N1)Cl)CN(CC2)C2=CC=CC1=CC=CC=C21)=O)C)O N-(3-azido-2-hydroxypropyl)-2-(1-(2-chloro-7-(naphthalen-1-yl)-5,6,7,8-tetrahydropyrido[3,4-d]pyrimidin-4-yl)-5-(cyanomethyl)-4-(4-methoxybenzyl)piperazin-2-yl)-N-methylacetamide